Cl.NC\C=C(\CN1N=NC2=C1C=C(C=C2C2=C(C=CC(=C2)S(N(CC)CC)(=O)=O)OC)C(=O)NOC)/F (Z)-1-(4-amino-2-fluoro-but-2-en-1-yl)-4-(5-(N,N-diethylsulfamoyl)-2-methoxyphenyl)-N-methoxy-1H-benzo[d][1,2,3]triazole-6-carboxamide hydrochloride